3-chloro-4-methoxy-6-(methylthio)pyridazine ClC=1N=NC(=CC1OC)SC